tris(2-acryloyloxyethyl)(2-trifluoromethylphenyl)ammonium C(C=C)(=O)OCC[N+](C1=C(C=CC=C1)C(F)(F)F)(CCOC(C=C)=O)CCOC(C=C)=O